3-(((5,5-dimethyl-4,5-dihydro-1H-imidazol-2-yl)thio)methyl)-5,10-dihydrobenzo[e]thiazolo[3,2-a][1,3]diazepine CC1(CN=C(N1)SCC1=CSC=2N1CC1=C(CN2)C=CC=C1)C